FC1=C(C(=CC(=C1)C1=CC2=NC=CC(=C2O1)C1=CC(=NC=C1)C(C)(C)O)F)C(=O)N1CCOCC1 (2,6-difluoro-4-(7-(2-(2-hydroxypropan-2-yl)pyridin-4-yl)furo[3,2-b]pyridin-2-yl)phenyl)(morpholino)methanone